2-(1-(4-(4,4,5,5-tetramethyl-1,3,2-dioxaborolan-2-yl)benzyl)piperidin-4-yl)ethan-1-ol 1,2-dioleoyl-sn-glycero-3-phosphate sodium salt [Na+].C(CCCCCCC\C=C/CCCCCCCC)(=O)OC[C@@H](OC(CCCCCCC\C=C/CCCCCCCC)=O)COP(=O)([O-])[O-].CC1(OB(OC1(C)C)C1=CC=C(CN2CCC(CC2)CCO)C=C1)C.[Na+]